N,N-dimethyl-N-octylamine CN(CCCCCCCC)C